CC1(CCC(CC1)=C(C)C)SCCC#N 3-((1-methyl-4-(propan-2-ylidene)cyclohexyl)thio)propanenitrile